(Z)-7-{(1R,4S,5R)-5-[(E)-5-(3-chloro-benzo[b]thiophen-2-yl)-3-hydroxy-pent-1-enyl]-4-hydroxy-3,3-dimethyl-2-oxo-cyclopentyl}-hept-5-enoic acid ClC=1C2=C(SC1CCC(/C=C/[C@H]1[C@@H](C(C([C@@H]1C\C=C/CCCC(=O)O)=O)(C)C)O)O)C=CC=C2